C(CCCCCCCCC)C(N(C)C(CCCCCCCCCCCCC)=O)(CC(=O)O)CCCCCCCCCCCCCC decyltetradecyl-myristoyl-methyl-beta-alanine